m-phenylenedisulfonate C1(=CC(=CC=C1)S(=O)(=O)[O-])S(=O)(=O)[O-]